(6-(2-methyl-3-(trifluoromethyl)phenyl)-2-Azaspiro[3.3]Hept-2-yl)methanone CC1=C(C=CC=C1C(F)(F)F)C1CC2(CN(C2)C=O)C1